N,N-diphenylethanediamide C1(=CC=CC=C1)N(C(C(=O)N)=O)C1=CC=CC=C1